4-(bromo Methyl)-3-methoxybenzoate BrCC1=C(C=C(C(=O)[O-])C=C1)OC